OC1=CC=C(CN)C=C1 p-hydroxybenzylamine